C12(CC3CC(CC(C1)C3)C2)NC(=O)C=2NC=C(C2)C2=C(C=C(C=C2)Cl)Cl N-(adamantan-1-yl)-4-(2,4-dichlorophenyl)-1H-pyrrole-2-carboxamide